4-Octyloxy-3-meth-oxybenzaldehyd C(CCCCCCC)OC1=C(C=C(C=O)C=C1)OC